C(C1=CC(OC)=C(O)C(OC)=C1)(=O)[O-].[Na+] trans-sodium syringate